FC1=C(C(=C(C(=C1[2H])[2H])NC(C1=CC=CC=C1)=O)[2H])[2H] N-(4-fluorophenyl-2,3,5,6-d4)benzamide